COC1=CC2=C(C=C1C=1C=NN(C1)C)COC=1N=C(SC12)N(C1CC(NC(C1)(C)C)(C)C)C 8-Methoxy-N-methyl-7-(1-methyl-1H-pyrazol-4-yl)-N-(2,2,6,6-tetramethylpiperidin-4-yl)-5H-isochromeno[3,4-d]thiazol-2-amine